C(=C)C(CC)(O)C=C divinyl-propanol